FC1=C(C=CC(=C1)F)C(\C=C\C1=CC(=C(C=C1)O)[N+](=O)[O-])=O (E)-1-(2,4-Difluorophenyl)-3-(4-hydroxy-3-nitrophenyl)prop-2-en-1-one